9-(methyl(7H-pyrrolo[2,3-d]pyrimidin-4-yl)amino)-N-(1-methyl-1H-pyrazol-3-yl)-3-azaspiro[5.5]undecane-3-carboxamide CN(C1CCC2(CCN(CC2)C(=O)NC2=NN(C=C2)C)CC1)C=1C2=C(N=CN1)NC=C2